C/C(/C(=O)OCC)=C\C1=CC=C(C=C1)C1=NN(C=N1)C1=CC=C(C=C1)OC(F)(F)F (E)-ethyl 2-methyl-3-(4-(1-(4-(trifluoromethoxy)phenyl)-1H-1,2,4-triazol-3-yl)phenyl)acrylate